C(CCCCCCCCCCCCCCCCC)SCCCCCCCCCCCCCCCCCC n-octadecyl thioether